CC1=NN(C(C2=CC=C(C=C12)NCCN1CCNCC1)=O)C1C(NC(CC1)=O)=O 3-(4-methyl-1-oxo-6-((2-(piperazin-1-yl)ethyl)amino)phthalazin-2(1H)-yl)piperidine-2,6-Dion